Cl.O(C1=CC=CC=C1)C=1C=C(C=CC1)NC(=O)[C@@H]1CNC[C@H]1C1=CC=CC=C1 |r| (±)-trans-N-(3-Phenoxyphenyl)-4-phenylpyrrolidine-3-carboxamide hydrochloride